CN(C1=CC=C(C=C1)C=1C(NC2=CC=C(C=C2C1)C1=CC=C(C=C1)N1CCN(CC1)C(C)C)=O)C1CN(C1)C 3-{4-[methyl(1-methylazetidin-3-yl)amino]phenyl}-6-{4-[4-(propan-2-yl)piperazin-1-yl]phenyl}-1,2-dihydroquinolin-2-one